N-methylhistamine dihydrochloride Cl.Cl.CNCCC1=CNC=N1